C(C)OCC1(CCN(CC1)CC1=CC=C(C=C1)C=1OC=NN1)CCC1=CC=CC=C1 2-(4-((4-(ethoxymethyl)-4-phenethyl-piperidin-1-yl)methyl)phenyl)-1,3,4-oxadiazole